C(C)OC(=O)C1=CC(=C(C=C1)C1=C(NC2=C1C=NC=C2)C(=O)OCC)[N+](=O)[O-] ethyl 3-(4-(ethoxycarbonyl)-2-nitrophenyl)-1H-pyrrolo[3,2-c]pyridine-2-carboxylate